2-(1,3-dimethoxy-1,3-dioxopropan-2-yl)-6-nitrobenzoic acid COC(C(C(=O)OC)C1=C(C(=O)O)C(=CC=C1)[N+](=O)[O-])=O